C(C=C)(=O)OCCP(=O)(O[Si](C)(C)C)O[Si](C)(C)C 2-bis(trimethylsilyloxy)phosphorylethyl prop-2-enoate